NC1=CC=C(N=N1)CC(=O)N(C)C 2-(6-aminopyridazin-3-yl)-N,N-dimethyl-acetamide